4-((1-(2-(4-chloro-3-(2,4-dioxotetrahydropyrimidin-1(2H)-yl)phenoxy)acetyl)piperidin-4-yl)methyl)piperazine-1-carboxylic acid tert-butyl ester C(C)(C)(C)OC(=O)N1CCN(CC1)CC1CCN(CC1)C(COC1=CC(=C(C=C1)Cl)N1C(NC(CC1)=O)=O)=O